N[C@@H](CCC(=O)O)C(=O)NCC(=O)O Z-glutamyl-glycine